NC1=C(C=CC(=C1)S(=O)(=O)[O-])S(=O)(=O)[O-] 2-amino-1,4-benzenedisulfonate